ClC1=NC=C(C(=N1)NC1=CC=C(C=C1)C)Cl 2,5-dichloro-N-(p-tolyl)pyrimidin-4-amine